ClC1=NC=C2C(=N1)N(C(N(C2)C2=C(C=CC=C2C)F)=O)[C@H]2CC[C@H](CC2)NC(OC(C)(C)C)=O Cis-tert-butyl N-[4-[7-chloro-3-(2-fluoro-6-methyl-phenyl)-2-oxo-4H-pyrimido[4,5-d]pyrimidin-1-yl]cyclohexyl]carbamate